NC1=CC=C(C=C1)C1(CCCCC1)C1=CC=C(C=C1)N 1,1-bis(4'-aminophenyl)cyclohexane